3-Bromo-1-(4-cyclopropylphenyl)-5-isobutylpyrazole BrC1=NN(C(=C1)CC(C)C)C1=CC=C(C=C1)C1CC1